[Cl-].C[N+](C(C)(C)OC(CCCCCCCCCCCCCCC)=O)(C(C)(C)OC(CCCCCCCCCCCCCCC)=O)C dimethyl-di(palmitoyloxyisopropyl)ammonium chloride